C1CCCC12OCCC(C2)C=O 6-oxaspiro[4.5]decane-9-carbaldehyde